ClC1=NC=C(C(=C1)C1=C(C=NC(=C1)C)C(=O)NC=1SC2=C(N1)CN(C2)C(=O)C2CCC(CC2)CO)OC 2'-chloro-N-(5-((1s,4s)-4-(hydroxymethyl)cyclohexane-1-carbonyl)-5,6-dihydro-4H-pyrrolo[3,4-d]thiazol-2-yl)-5'-methoxy-6-methyl-[4,4'-bipyridine]-3-carboxamide